(S)-5-Benzyl-N-(5-methyl-8-(3-morpholinoprop-1-yn-1-yl)-4-oxo-2,3,4,5-tetrahydropyrido[3,2-b][1,4]oxazepin-3-yl)-1,3,4-oxadiazole-2-carboxamide C(C1=CC=CC=C1)C1=NN=C(O1)C(=O)N[C@@H]1C(N(C2=C(OC1)C=C(C=N2)C#CCN2CCOCC2)C)=O